strychnidin-10-one O=C1C[C@@H]2OCC=C3CN4CC[C@@]56C7C=CC=CC=7N1[C@H]6[C@H]2[C@H]3C[C@H]45